BrC=1C=NC=CC1C(F)(F)F 3-Bromo-4-(trifluoromethyl)pyridine